(5-(2-methylthiazol-5-yl)-4,5-dihydro-1H-pyrazol-1-yl)methanone CC=1SC(=CN1)C1CC=NN1C=O